CO[C@]1(COCC1)C1=CC(=CC(=N1)C=1C=C(N2C=NC(=CC21)NC(=O)N)C)C (S)-1-(5-(6-(3-Methoxytetrahydrofuran-3-yl)-4-methylpyridin-2-yl)-7-methylpyrrolo[1,2-c]pyrimidin-3-yl)urea